C1(CC1)N(C(=S)C=1C(=NN(C1F)C)C(F)F)CC1=C(C=CC=C1)C(C)C N-cyclopropyl-3-(difluoromethyl)-5-fluoro-N-(2-isopropylbenzyl)-1-methyl-1H-pyrazole-4-thiocarboxamide